C(CCCCCCCCCCCC)OCCCNCCCNCCCN N'-[3-(3-tridecoxypropylamino)propyl]propane-1,3-diamine